7-((S)-1-((2R,4S)-2-(aminomethyl)-6-oxo-5-oxa-7-azaspiro[3.4]oct-7-yl)ethyl)-3-(1-oxoisoindolin-5-yl)-1H-indole-2-carboxylic acid NCC1CC2(C1)OC(N(C2)[C@@H](C)C=2C=CC=C1C(=C(NC21)C(=O)O)C=2C=C1CNC(C1=CC2)=O)=O